C(C(=C)CC(=O)O)(=O)NN itaconic hydrazide